FC1=CC(=C2C(=NC(=NC2=C1)C)C)OCC1=CC=C(C=C1)OC 7-fluoro-5-[(4-methoxyphenyl)methoxy]-2,4-dimethyl-quinazoline